FC([C@@H]1[C@H]([C@@H](CNC1)O)O)F (3R,4R,5S)-5-(Difluoromethyl)-piperidin-3,4-diol